2-((1S,6S)-3-methyl-6-(prop-1-en-2-yl)cyclohex-2-enyl)-5-pentylbenzene-1,3-diol CC1=C[C@@H]([C@H](CC1)C(=C)C)C1=C(C=C(C=C1O)CCCCC)O